3-amino-1-(3-(2,6-dichlorobenzyloxy)phenyl)propan-1-ol NCCC(O)C1=CC(=CC=C1)OCC1=C(C=CC=C1Cl)Cl